6-chloro-3-(((R)-1-(2-cyano-3-((1R,4S)-2,2-difluoro-7-azabicyclo[2.2.1]heptan-7-yl)-7-methylquinoxalin-5-yl)ethyl)amino)picolinic acid ClC1=CC=C(C(=N1)C(=O)O)N[C@H](C)C1=C2N=C(C(=NC2=CC(=C1)C)C#N)N1[C@H]2C(C[C@@H]1CC2)(F)F